isopentyl (3R,6S)-3-(2-aminoethyl)-6-isobutyl-8-isopentyl-4,7-dioxohexahydropyrazino[2,1-c][1,2,4]oxadiazine-1(6H)-carboxylate NCC[C@@H]1C(N2C(N(O1)C(=O)OCCC(C)C)CN(C([C@@H]2CC(C)C)=O)CCC(C)C)=O